lithium octadecene C=CCCCCCCCCCCCCCCCC.[Li]